(S)-2-((2-chloro-5-cyano-3-(2-ethylpiperazin-1-yl)phenyl)amino)-4-(cyclopropylamino)pyrazolo[1,5-a][1,3,5]triazine-8-carbonitrile ClC1=C(C=C(C=C1N1[C@H](CNCC1)CC)C#N)NC1=NC=2N(C(=N1)NC1CC1)N=CC2C#N